C1(CC1)C1=NC2=C(N1C)C=C(C(=C2)C#CC2=NN(C(=C2C(=O)N)NC)[C@@H]2CN([C@H](C2)COC)C(C=C)=O)F 3-[2-(2-cyclopropyl-6-fluoro-1-methyl-1,3-benzodiazol-5-yl)ethynyl]-1-[(3S,5R)-5-(methoxymethyl)-1-(prop-2-enoyl)pyrrolidin-3-yl]-5-(methylamino)pyrazole-4-carboxamide